BrC1=C(C=C(C2=CC=CC=C12)Br)C(C)=O 1,4-dibromo-2-acetylnaphthalene